5-(2-Aminopyridin-4-yl)-7-(thiophen-2-yl)-1H-indazol-3-amine NC1=NC=CC(=C1)C=1C=C2C(=NNC2=C(C1)C=1SC=CC1)N